2,6-Dimethoxy-4-(4-phenyl-5-(thiophen-2-yl)-1H-imidazol-2-yl)phenyl[1,4'-bipiperidine]-1'-carboxylate COC1=C(C(=CC(=C1)C=1NC(=C(N1)C1=CC=CC=C1)C=1SC=CC1)OC)OC(=O)N1CCC(CC1)N1CCCCC1